2-Amino-N-(1-{8-chloro-5-[(3R,5R)-3-fluoro-5-hydroxypiperidin-1-yl]imidazo[1,5-a]pyridin-6-yl}ethyl)pyrazolo[1,5-a]pyrimidine-3-carboxamide NC1=NN2C(N=CC=C2)=C1C(=O)NC(C)C=1C=C(C=2N(C1N1C[C@@H](C[C@H](C1)O)F)C=NC2)Cl